C(=O)(C=C)[Si] Acryl-Silicon